ethyl 1-(6-(2-fluoroethoxy) pyridin-3-yl)-4-(((4-methoxybenzyl) amino) methyl)-1H-pyrazole-3-carboxylate FCCOC1=CC=C(C=N1)N1N=C(C(=C1)CNCC1=CC=C(C=C1)OC)C(=O)OCC